[W].[Cu].[Cr] chromium copper-tungsten